4-(((2-((tert-butoxycarbonyl)(methyl)amino)ethyl)-(methyl)carbamoyl)oxy)-1,2-phenylene diacetate C(C)(=O)OC1=C(C=C(C=C1)OC(N(C)CCN(C)C(=O)OC(C)(C)C)=O)OC(C)=O